2-(2,4-difluorophenyl)-1-(7-fluoro-5-(2-((1-methyl-1H-pyrazol-5-yl)amino)pyrimidin-4-yl)indolin-1-yl)ethan-1-one FC1=C(C=CC(=C1)F)CC(=O)N1CCC2=CC(=CC(=C12)F)C1=NC(=NC=C1)NC1=CC=NN1C